4-((E)-benzylidene)-N,2-dimethyldec-2-enamide C(/C1=CC=CC=C1)=C(\C=C(C(=O)NC)C)/CCCCCC